[Y].[Fe].[Co] cobalt-iron-yttrium